COC[C@H]1N(CCC1)S(=O)(=O)C=1C=CC(=C(C1)C1=CN=C2C(=NC=NN21)N)C (S)-7-(5-((2-(methoxymethyl)pyrrolidin-1-yl)sulfonyl)-2-methylphenyl)imidazo[2,1-f][1,2,4]triazin-4-amine